S1C=NC2=C1C=CC(=C2)C(=O)N 1,3-benzothiazole-5-carboxamide